(2S)-2-(1-{1-[4-(dimethylamino)-4-methylpent-2-ynoyl]-4-fluoropiperidin-4-yl}-N-methylformamido)-3-methylbutanoic acid CN(C(C#CC(=O)N1CCC(CC1)(F)C(=O)N(C)[C@H](C(=O)O)C(C)C)(C)C)C